N-[5-[5-[[1-(2-fluoroethyl)azetidin-3-yl]methoxy]-2-methyl-4-pyridyl]pyrazolo[1,5-a]pyridin-2-yl]cyclopropanecarboxamide FCCN1CC(C1)COC=1C(=CC(=NC1)C)C1=CC=2N(C=C1)N=C(C2)NC(=O)C2CC2